butyl 4-(4-amino-2,5-difluorophenyl)piperazine-1-carboxylate NC1=CC(=C(C=C1F)N1CCN(CC1)C(=O)OCCCC)F